(S)-6-(5-(((tert-butyldimethylsilyl)oxy)methyl)-2-oxoOxazolidin-3-yl)-2H-pyrido[3,2-b][1,4]Oxazin-3(4H)-one [Si](C)(C)(C(C)(C)C)OC[C@@H]1CN(C(O1)=O)C=1C=CC=2OCC(NC2N1)=O